C(C)OC(=O)C1=NOC(=C1)C=1C=C2C(=CN(C2=CC1)CCC(C)C)C#N 5-(N-isopentyl-3-cyanoindol-5-yl)isoxazole-3-carboxylic acid ethyl ester